C(C)OC(C)OC=1C=C(C=C)C=CC1 m-(1-ethoxyethoxy)styrene